(3S)-11-(2,4-difluorophenyl)-3-methoxy-8-((S)-2-methylpiperazin-1-yl)-10-(trifluoromethyl)-3,4-dihydro-2H,6H-[1,4]thiazepino[2,3,4-ij]quinazolin-6-one FC1=C(C=CC(=C1)F)C1=C(C=C2C(=NC(N3C2=C1SC[C@H](C3)OC)=O)N3[C@H](CNCC3)C)C(F)(F)F